methyl 2-benzyl-7-hydroxy-2-azaspiro[4.5]decane-1-carboxylate C(C1=CC=CC=C1)N1C(C2(CC1)CC(CCC2)O)C(=O)OC